C(C)(C)(C)[C@@H]1NCC12OCC(C2)N2CCC(CC2)C2=C(C=CC(=C2)F)O tert-butyl-(S)-7-(4-(5-fluoro-2-hydroxyphenyl)piperidin-1-yl)-5-oxa-2-azaspiro[3.4]octane